OC(CCCCCCCCCC(=O)O)CCC(CCCCC)O 11,14-Dihydroxynonadecanoic acid